(25R)-3,7,11,12,15,23-hexaoxo-lanost-8-ene-26-oic acid C[C@H](CC(=O)C[C@@H](C)C(=O)O)C1CC(=O)[C@@]2([C@@]1(C(=O)C(=O)C3=C2C(=O)C[C@@H]4[C@@]3(CCC(=O)C4(C)C)C)C)C